2-butyl-1-methyl-7-(pyrrolidin-1-yl)-1H-imidazo[4,5-d]pyridazin-4-amine C(CCC)C1=NC=2C(=C(N=NC2N)N2CCCC2)N1C